FC[C@H](CN(CC[C@@H](C(=O)O)NC1=NC=NC2=CC(=CC=C12)C)CCCCC1=NC=2NCCCC2C=C1)OC (S)-4-(((S)-3-fluoro-2-methoxypropyl)(4-(5,6,7,8-tetrahydro-1,8-naphthyridin-2-yl)butyl)amino)-2-((7-methylquinazolin-4-yl)amino)butanoic acid